4-(2-isopropoxyphenyl)thiazol-2-amine C(C)(C)OC1=C(C=CC=C1)C=1N=C(SC1)N